2-acrylamido-N-(3-(3,5-dimethoxyphenethyl)-1H-pyrazol-5-yl)-4-(2,2,2-trifluoroethoxy)benzamide C(C=C)(=O)NC1=C(C(=O)NC2=CC(=NN2)CCC2=CC(=CC(=C2)OC)OC)C=CC(=C1)OCC(F)(F)F